NC1=NC=C2N(C(N(C2=N1)[C@@H]1O[C@@H]([C@H]([C@H]1O)F)CO)=O)CSC 2-Amino-9-((2R,3S,4S,5R)-4-fluoro-3-hydroxy-5-(hydroxymethyl)tetrahydrofuran-2-yl)-7-((methylthio)methyl)-7,9-dihydro-8H-purin-8-on